methyl (E)-6-bromo-4-methylhex-4-enoate BrC/C=C(/CCC(=O)OC)\C